ClC1=CC=C(OC2=CC=C(C=C2)N2C(=NC(=C2)C2CCN(CC2)CCCCC2=C3C=CNC3=CC=C2C#N)CC)C=C1 4-(4-(4-(1-(4-(4-chlorophenoxy)phenyl)-2-ethyl-1H-imidazol-4-yl)piperidin-1-yl)butyl)-1H-indole-5-carbonitrile